Ethyl 5-isopropyl-1-methyl-1H-pyrazole-3-carboxylate C(C)(C)C1=CC(=NN1C)C(=O)OCC